BrC=1C=CC2=C(N=C(S2)NC(COC2=C(OC3=CC=CC=C3C2=O)C2=CC=CC=C2)=O)C1 N-(5-bromobenzo[d]thiazol-2-yl)-2-((4-oxo-2-phenyl-4H-chromen-3-yl)oxy)acetamide